C(C)OC(=O)C=1OC(=NN1)C1=C(C=CC(=C1)C#N)C1CC1 5-(5-Cyano-2-cyclopropylphenyl)-1,3,4-oxadiazole-2-carboxylic acid ethyl ester